C(#N)C1=C(C=C(C=C1)S(=O)(=O)Cl)C(F)(F)F 4-cyano-3-(trifluoromethyl)benzene-1-sulfonyl chloride